COC(N(C)C)OC.CC(=O)C methyl ketone compound with N,N-dimethylformamide dimethyl acetal